C1(=C(C=CC=C1)C1=C(C(=C(C2=C1OC1=C2C=CC=C1)C1=NN=NC(=C1C1=CC=CC=C1)C1=C(C=CC=C1)C1=CC=CC=C1)C1=C(C=CC=C1)C1=CC=CC=C1)C1=CC=CC=C1)C1=CC=CC=C1 (biphenylyl)phenyl-(biphenylyl)[(biphenylyl)phenyltriazinyl]dibenzofuran